[C@H]1([C@@H](O)[C@@H](O)[C@H](O)[C@H](O1)CO)O[C@@H]1[C@@H]([C@H](O[C@@H]([C@H]1O)CO[C@@H]1[C@@H](O)[C@@H](O)[C@H](O)[C@H](O1)CO)OCCC(C(=O)N)CCCC)O [2-({α-D-mannopyranosyl-(1->3)-[α-D-mannopyranosyl-(1->6)]-α-D-mannopyranosyl}oxy)ethyl]hexanamide